C1(=CC=CC=C1)CC=O 2-Phenylethanal